[4-[[3-[4-(Difluoromethoxy)-2,3-difluoro-phenyl]imidazo[1,2-a]pyrazin-8-yl]amino]-2-ethyl-phenyl]-[4-methyl-4-(pyrrolidin-3-ylmethyl)piperazin-4-ium-1-yl]methanone formate C(=O)[O-].FC(OC1=C(C(=C(C=C1)C1=CN=C2N1C=CN=C2NC2=CC(=C(C=C2)C(=O)N2CC[N+](CC2)(CC2CNCC2)C)CC)F)F)F